C(C1=CC=CC=C1)NC(N(C1=NC=C(C=C1)C=1C=NN(C1)C)[C@@H]1CC[C@H](CC1)NC1=NC=C(C(=N1)N1C(CCCC1)CO)C#N)=O 3-benzyl-1-(trans-4-((5-cyano-4-(2-(hydroxymethyl)piperidin-1-yl)pyrimidin-2-yl)amino)cyclohexyl)-1-(5-(1-methyl-1H-pyrazol-4-yl)pyridin-2-yl)urea